C(C)(C)N1C(=NC(=C1)C(F)(F)F)C1=CC=C(CNC2=NC(=NN3C2=NC=C3)C=3C(=NC=NC3)C3CCC(CC3)(O)C)C=C1 4-(5-(4-((4-(1-isopropyl-4-(trifluoromethyl)-1H-imidazol-2-yl)benzyl)amino)imidazo[2,1-f][1,2,4]triazin-2-yl)pyrimidin-4-yl)-1-methylcyclohexan-1-ol